Cl.ClC1=CSC2=C1CC(CC2)N 3-chloro-4,5,6,7-tetrahydrobenzothiophen-5-amine hydrochloride